C(C1=CC(=C(N)C(=C1)C)C)C1=CC(=C(N)C(=C1)C)C 4,4'-methylene-bis(2,6-dimethylaniline)